(3-(3-chlorophenyl)-1-methyl-1H-indol-6-yl)(piperidin-1-yl)methanone ClC=1C=C(C=CC1)C1=CN(C2=CC(=CC=C12)C(=O)N1CCCCC1)C